(Z)-9-Ethyl-2-(6-(2-fluoro-2-(1-(pyridazin-4-yl)-1H-pyrazol-3-yl)vinyl)-3-phenoxy-2-(trifluoromethyl)phenyl)-2,9-diazaspiro[5.5]undecane C(C)N1CCC2(CCCN(C2)C2=C(C(=CC=C2\C=C(\C2=NN(C=C2)C2=CN=NC=C2)/F)OC2=CC=CC=C2)C(F)(F)F)CC1